bis-(adamantyl)-n-butylphosphine C12(CC3CC(CC(C1)C3)C2)P(CCCC)C23CC1CC(CC(C2)C1)C3